methyl (4-(2-(4-fluorophenyl)-1H-pyrrolo[2,3-b]pyridin-5-yl)-thiophene-2-carbonyl)-D-serinate FC1=CC=C(C=C1)C1=CC=2C(=NC=C(C2)C=2C=C(SC2)C(=O)N[C@H](CO)C(=O)OC)N1